methyl (S)-(+)-3-hydroxy-2-methylpropionate C[C@@H](CO)C(=O)OC